4-(4-amino-6-oxo-1,6-dihydropyrimidin-2-yl)-3-(sec-butyl)-1,3,4,5-tetrahydro-2H-benzo[1,4]diazepin-2-one NC=1N=C(NC(C1)=O)N1C(C(NC2=C(C1)C=CC=C2)=O)C(C)CC